ClC1=NC=C(C(=C1)NCC[C@@H](C)O)C1=NC=C(N=C1)CN1CCC(CC1)(F)F (R)-4-((2-chloro-5-(5-((4,4-difluoropiperidin-1-yl)methyl)pyrazin-2-yl)pyridin-4-yl)amino)butan-2-ol